α-methyl-DL-glutamic acid C[C@](N)(CCC(=O)O)C(=O)O |r|